1-(3-aminopropyl)piperidin NCCCN1CCCCC1